C1(CC1)NC(C1=CC(=C(C=C1)C)C=1C=NN(C1)C1=CN=C2N1CCCC2)=O N-cyclopropyl-4-methyl-3-[1-(5,6,7,8-tetrahydro-imidazo[1,2-a]pyridin-3-yl)-1H-pyrazol-4-yl]benzamide